BrC1=C(C(=O)OC)C=CC(=C1)C=1NC=C(N1)C(F)(F)F methyl 2-bromo-4-[4-(trifluoromethyl)-1H-imidazol-2-yl]benzoate